C(CCCCCCCCCCCCC)N Tetradecyl-amine